C(C)OC1=C(OCCBr)C=CC=C1 2-(2-ethoxyphenoxy)bromoethane